C(C)(C)(C)OC(=O)N1[C@H](C[C@@H](CC1)CCCOC1=C(C(=CC=C1)Br)C)C.C1(=CC=CC2=CC=CC=C12)C=1C2=CC=CC=C2C=C2C=CC=CC12 9-(1-naphthyl)anthracene tert-butyl-(2S,4R)-4-(3-(3-bromo-2-methylphenoxy)propyl)-2-methylpiperidine-1-carboxylate